N-methyl-4-[3-(4-cyano-3-trifluoromethylphenyl)-5,5-dimethyl-4-oxo-2-thioxoimidazolidin-1-yl]-2-fluorobenzamide CNC(C1=C(C=C(C=C1)N1C(N(C(C1(C)C)=O)C1=CC(=C(C=C1)C#N)C(F)(F)F)=S)F)=O